(S)-N-(2,4-dichloro-5-methylphenyl)-N,5-dimethyl-2-(6-methyl-4-(trifluoromethyl)pyridin-2-yl)-1,2,5-thiadiazolidine-3-carboxamide 1,1-dioxide ClC1=C(C=C(C(=C1)Cl)C)N(C(=O)[C@H]1N(S(N(C1)C)(=O)=O)C1=NC(=CC(=C1)C(F)(F)F)C)C